1,2,4-trifluoro-phenylacetonitrile FC1(C(C=C(C=C1)F)F)CC#N